ClC1=NC=C(C=C1)SC1=CC=CC=C1 2-chloro-5-(phenylthio)pyridine